FC1=CC=CC=2N=C(SC21)N(CCC2=CC=C(C=C2)OC)CC2=CC=C(C(=O)N1[C@@H](CCC1)C(=O)O)C=C2 (4-(((7-fluorobenzo[d]thiazol-2-yl)(4-methoxyphenethyl)amino)-methyl)benzoyl)-L-proline